ClC1=C(C(=O)N(C)C)C=CC(=C1)NC1=NC=C(C(=N1)N[C@H](CO)C1=CC=CC=C1)C1=NNC(=C1)C 2-chloro-4-[[4-[[(1S)-2-hydroxy-1-phenyl-ethyl]amino]-5-(5-methyl-1H-pyrazol-3-yl)pyrimidin-2-yl]amino]-N,N-dimethyl-benzamide